CC1(CC(=NO1)C1=C(C(=O)NS(=O)O)C=CC=C1)C.C(C1=CC=CC=C1)(SC1=NOC(C1)(C)C)=N (5,5-dimethyl-4H-isoxazol-3-yl) thiobenzimidate ((5,5-dimethyl-4H-isoxazol-3-yl) benzamidothionate)